O[C@@]1(C=CC(=O)O1)CCCCCC(C(C)O)C (4S)-4,11-dihydroxy-10-methyl-dodec-2-ene-1,4-lactone